1,12-dodecanediyl dipropiolate C(C#C)(=O)OCCCCCCCCCCCCOC(C#C)=O